(E)-2-(7-trifluoromethylchroman-4-ylidene)-N-(7-hydroxy-5,6,7,8-tetrahydronaphthalen-1-yl)acetamide FC(C1=CC=C2\C(\CCOC2=C1)=C\C(=O)NC1=CC=CC=2CCC(CC12)O)(F)F